C(CCCCCCCC)P(O)(O)(O)C(C1=CC=CC=C1)(C1=CC=CC=C1)C1=CC=CC=C1.C(C=C)O[C@H](CO[Si](C1=CC=CC=C1)(C1=CC=CC=C1)C(C)(C)C)COC(C1=CC=CC=C1)(C1=CC=C(C=C1)OC)C1=CC=C(C=C1)OC (S)-{2-(allyloxy)-3-[bis(4-methoxyphenyl)(phenyl)methoxy]propoxy}(tert-butyl)diphenylsilane nonyltrityl-phosphite